7-(allyloxy)-2-methylheptan-2-ylacrylate C(C=C)OCCCCCC(C)(C)OC(C=C)=O